PHTHALAZINE C1=NN=CC2=CC=CC=C12